1-(4-(1H-indol-3-yl)-2-(3-methylmorpholino)-5,8-dihydropyrido[3,4-d]pyrimidin-7(6H)-yl)-2,2-dimethylbutan-1-one N1C=C(C2=CC=CC=C12)C=1C2=C(N=C(N1)N1C(COCC1)C)CN(CC2)C(C(CC)(C)C)=O